n-eicosyl octacosyl ketone C(CCCCCCCCCCCCCCCCCCCCCCCCCCC)C(=O)CCCCCCCCCCCCCCCCCCCC